C(C)(C)(C)OC(CCC1=CC=C(C=C1)O)=O 3-(4-hydroxyphenyl)-propionic acid tert-butyl ester